1-(5-fluoro-4-(4-fluorophenyl)pyrimidin-2-yl)-N-(4-methyl-1-azabicyclo[3.2.2]non-4-yl)azetidine-3-carboxamide FC=1C(=NC(=NC1)N1CC(C1)C(=O)NC1(CCN2CCC1CC2)C)C2=CC=C(C=C2)F